C(#C)C=1COC2=C(C=CC=C2C1)OC 3-ethynyl-8-methoxy-2H-chromene